6-methyl-5-(4,4,5,5-tetramethyl-1,3,2-dioxaborolan-2-yl)pyridin-2-amine CC1=C(C=CC(=N1)N)B1OC(C(O1)(C)C)(C)C